[Na+].BrC1=C2C=CN=CC2=C2C(=C1)C=C(C=C2)C(=O)[O-] 5-bromobenzo[h]isoquinoline-8-carboxylic acid sodium salt